COC(=O)N1CCC(CC1)C1=NN(C=C1)C1=CC=C(C=C1)CN1C2=NC(=NC=C2NC1=O)C1=C(C=CC=C1)C(C)C 4-(1-(4-((2-(2-isopropylphenyl)-8-oxo-7,8-dihydro-9H-purin-9-yl)methyl)phenyl)-1H-pyrazol-3-yl)piperidine-1-carboxylic acid methyl ester